FC1=C(C=CC2=C1C(=C(O2)\C(\C(C)C)=N/O)C)F (Z)-1-(4,5-difluoro-3-methylbenzofuran-2-yl)-2-methylpropan-1-one oxime